4-((E)-((E)-4-(cinnamoyloxy)-3-methoxybenzylidene)amino)benzoic acid C(\C=C\C1=CC=CC=C1)(=O)OC1=C(C=C(\C=N\C2=CC=C(C(=O)O)C=C2)C=C1)OC